FC(C1(CC1)COC1CC2(C1)CC(C2)C(=O)N2C[C@H](CC2)C2=CN=NN2)F [2-[[1-(Difluoromethyl)cyclopropyl]methoxy]spiro[3.3]heptan-6-yl]-[(3S)-3-(1H-triazol-5-yl)pyrrolidin-1-yl]methanone